OC(CCCCCCCCCCCC(=O)O)CCC(CC)O 13,16-Dihydroxyoctadecanoic acid